BrC1=CC=C(C2=C(N(N=C12)C)CO[Si](C)(C)C(C)(C)C)N1CCC(CC1)N(C(OC(C)(C)C)=O)C1CC1 tert-butyl N-[1-[7-bromo-3-[[tert-butyl(dimethyl) silyl]oxymethyl]-2-methyl-indazol-4-yl]-4-piperidyl]-N-cyclopropyl-carbamate